ClC1=NC2=C(OC3=C1C=C(C=C3)C=3C=C(C=CC3)NS(=O)(=O)C)C=CC(=C2)OC(F)(F)F N-(3-(11-chloro-8-(trifluoromethoxy)dibenzo[b,f][1,4]oxazepin-2-yl)phenyl)methanesulfonamide